ClC=1C=C(C=C(C1)CN1OCCC1)NCCCCCCN1[C@@H]([C@H]([C@@H]([C@H](C1)O)O)O)CO (2R,3R,4R,5S)-1-[6-({3-chloro-5-[(1,2-oxazolidin-2-yl)methyl]phenyl}amino)hexyl]-2-(hydroxymethyl)piperidine-3,4,5-triol